8-[(3R)-3-(methoxymethyl)-4-methyl-piperazin-1-yl]-7,10-dimethyl-1,2,3,4-tetrahydrochromeno[3,4-c]pyridin-5-one COC[C@H]1CN(CCN1C)C=1C=C(C2=C(C1C)OC(C=1CNCCC12)=O)C